C(C)(C)(C)OC(=O)N1C[C@@H](NCC1)CO (R)-3-(hydroxymethyl)piperazine-1-carboxylic acid tert-butyl ester